2-Ethynyl-N-(4-(quinolin-5-yl)phenethyl)thiazole-4-carboxamide 2-methoxy-5-(5-hydroxy-6,7-dimethoxy-4-oxo-4H-chromen-2-yl)phenolate COC1=C(C=C(C=C1)C=1OC2=CC(=C(C(=C2C(C1)=O)O)OC)OC)[O-].C(#C)C=1SC=C(N1)C(=O)NCCC1=CC=C(C=C1)C1=C2C=CC=NC2=CC=C1